4-[4-(2-hydroxy-2-methyl-propionyl)-benzyl]phenyl-2-methyl-propan-1-one OC(C(=O)C1=CC=C(CC2=CC=C(C=C2)C(C(C)C)=O)C=C1)(C)C